1-((1-((3',5'-dichloro-5-((2-(4-(2-hydroxyethyl)piperazin-1-yl)pyrimidin-5-yl)oxy)-[1,1'-biphenyl]-3-yl)methyl)piperidin-4-yl)methyl)-3-methylurea ClC=1C=C(C=C(C1)Cl)C1=CC(=CC(=C1)OC=1C=NC(=NC1)N1CCN(CC1)CCO)CN1CCC(CC1)CNC(=O)NC